2-(4-(trifluoromethoxy)phenyl)quinazolin-4(3H)-one FC(OC1=CC=C(C=C1)C1=NC2=CC=CC=C2C(N1)=O)(F)F